COC(=O)C1=NC=NC(=C1)NC1CCC(CC1)C#N 6-((4-cyanocyclohexyl)amino)pyrimidine-4-carboxylic acid methyl ester